1,3-bis((8,8-dimethyl-1-oxaspiro[4.5]decan-2-yl)oxy)propan-2-ol CC1(CCC2(CCC(O2)OCC(COC2OC3(CC2)CCC(CC3)(C)C)O)CC1)C